(8-chloro-1-((2S,4S)-2-(cyanomethyl)piperidin-4-yl)-6-fluoro-4-((S)-1-((S)-1-methylpyrrolidin-2-yl)ethoxy)-1H-pyrazolo[4,3-c]quinolin-7-yl)-1-naphthyridinecarbonitrile ClC1=CC=2C3=C(C(=NC2C(=C1C1N(C2=NC=CC=C2C=C1)C#N)F)O[C@@H](C)[C@H]1N(CCC1)C)C=NN3[C@@H]3C[C@H](NCC3)CC#N